COC(=O)C1=CC2=C(NC(N2)=O)C(=C1F)F 6,7-difluoro-2-oxo-2,3-dihydro-1H-benzimidazole-5-carboxylic acid methyl ester